CC1=C(C=C(C=C1)C1=NC(=NS1)C)NCC(=O)N1CCC2=C(C=CC=C12)C(C(F)(F)F)O 2-((2-methyl-5-(3-methyl-1,2,4-thiadiazol-5-yl)phenyl)amino)-1-(4-(2,2,2-trifluoro-1-hydroxyethyl)indolin-1-yl)ethan-1-one